ClC=1C=C(C=CC1)CCC[C@@H](B1OC(C(O1)(C)C)(C)C)NC([C@@H](COC)NC(OC(C)(C)C)=O)=O tert-butyl ((R)-1-(((R)-4-(3-chlorophenyl)-1-(4,4,5,5-tetramethyl-1,3,2-dioxaborolan-2-yl)butyl)amino)-3-methoxy-1-oxopropan-2-yl)carbamate